O1CCN(CC1)C=1N=C(C2=C(N1)N(CC2)C2=CC=CC=C2)C=2CN(CC2)C(=O)OC(C)(C)C tert-butyl 3-(2-morpholino-7-phenyl-6,7-dihydro-5H-pyrrolo[2,3-d]pyrimidin-4-yl)-2,5-dihydro-1H-pyrrole-1-carboxylate